ClC=1C=C(C=NC1N1N=CC=N1)NC(=O)C=1C=NN(C1C(F)(F)F)C1=CC=NC2=CC=CC=C12 N-(5-Chloro-6-(2H-1,2,3-triazol-2-yl)pyridin-3-yl)-1-(chinolin-4-yl)-5-(trifluoromethyl)-1H-pyrazol-4-carboxamid